N-[(3S,4R,5S)-3-fluoro-5-methyl-1-(tetrahydro-2H-pyran-4-yl)-4-piperidyl]-6-[3-(5-fluoro-4-mesyl-2-anisidino)-1-propynyl]-1-(2,2,2-trifluoroethyl)-1H-1,3-benzimidazole-4-carboxamide F[C@H]1CN(C[C@@H]([C@H]1NC(=O)C1=CC(=CC=2N(C=NC21)CC(F)(F)F)C#CCNC=2C(OC)=CC(=C(C2)S(=O)(=O)C)F)C)C2CCOCC2